{4-amino-2-oxabicyclo[2.1.1]hexan-1-yl}methanol NC12COC(C1)(C2)CO